Methyl (S)-2-(3-((tert-butoxycarbonyl) amino)-2-oxopyridin-1(2H)-yl)-3-cyclopropylpropanoate C(C)(C)(C)OC(=O)NC=1C(N(C=CC1)[C@H](C(=O)OC)CC1CC1)=O